(ammonium) nitrogen [N+3].[NH4+]